3-[5-(methylcarbamoyl)thiophen-3-yl]propanoic acid CNC(=O)C1=CC(=CS1)CCC(=O)O